OC1=C(C(=O)OCCCCCCCCCCCCCCCCCCCCCCCCCCCCCC)C=CC=C1 triacontyl hydroxybenzoate